2-(5-methoxy-1H-indol-1-yl)ethyl-2-oxa-6-azaspiro[3.3]heptane COC=1C=C2C=CN(C2=CC1)CCC1OCC12CNC2